(E)-1-(4-fluorophenyl)-3-phenylprop-2-en-1-one FC1=CC=C(C=C1)C(\C=C\C1=CC=CC=C1)=O